ClC1=CC(=C2C(=N1)C=C(O2)C=2C(=C(C=CC2)C2=CC=CC=C2)C)C 5-chloro-7-methyl-2-(2-methylbiphenyl-3-yl)furo[3,2-b]Pyridine